(2S,5R)-7-oxo-2-(N-(pyrimidin-4-ylsulfonyl) carbamimidoyl)-1,6-diazabicyclo[3.2.1]octan-6-yl hydrogen sulfate S(=O)(=O)(ON1[C@@H]2CC[C@H](N(C1=O)C2)C(NS(=O)(=O)C2=NC=NC=C2)=N)O